N-((1-(6-MORPHOLINOQUINAZOLIN-4-YL)PIPERIDIN-3-YL)METHYL)METHANESULFONAMIDE O1CCN(CC1)C=1C=C2C(=NC=NC2=CC1)N1CC(CCC1)CNS(=O)(=O)C